(R*)-(7-((S)-1-(5,5-Difluoro-2-oxotetrahydropyrimidin-1(2H)-yl)-2-methoxyethyl)imidazo[1,2-b]pyridazin-2-yl)((R*)-3,3-difluorocyclopentyl)methanaminium 2,2,2-trifluoroacetate FC(C(=O)[O-])(F)F.FC1(CNC(N(C1)[C@H](COC)C1=CC=2N(N=C1)C=C(N2)[C@H]([NH3+])[C@H]2CC(CC2)(F)F)=O)F |o1:27,29|